(((((1R,2S,5R)-2-carbamoyl-7-oxo-1,6-diazabicyclo[3.2.1]oct-6-yl) oxy) sulfonyl) oxy)-3,3-dimethylbutyl pivalate C(C(C)(C)C)(=O)OC(CC(C)(C)C)OS(=O)(=O)ON1[C@@H]2CC[C@H](N(C1=O)C2)C(N)=O